CC1(CCOCC1)N1CC2(C1)CC(C2)CS(=O)(=O)[O-] 2-(4-methyltetrahydro-2H-pyran-4-yl)-2-azaspiro[3.3]heptane-6-ylmethanesulfonate